1-(4-(azetidin-1-ylmethyl)-3-(trifluoromethyl)phenyl)-3-(4-((3-chloro-1H-pyrrolo[2,3-b]pyridin-4-yl)oxy)-2-fluorophenyl)urea N1(CCC1)CC1=C(C=C(C=C1)NC(=O)NC1=C(C=C(C=C1)OC1=C2C(=NC=C1)NC=C2Cl)F)C(F)(F)F